pyrazolo[3,4-b]pyridine-5-carboxamide hydrochloride Cl.N1=NC=C2C1=NC=C(C2)C(=O)N